2-(((2r,3s,4r,5r)-5-(6-amino-2-cyano-9H-purin-9-yl)-3-ethynyl-3,4-dihydroxytetrahydrofuran-2-yl) methoxy)-2-phenylmethylmalonate NC1=C2N=CN(C2=NC(=N1)C#N)[C@H]1[C@@H]([C@@]([C@H](O1)COC(C(=O)[O-])(C(=O)[O-])CC1=CC=CC=C1)(O)C#C)O